(5-((2,4-difluorophenyl)sulfinylamino)-6-methoxypyridin-3-yl)boronic acid FC1=C(C=CC(=C1)F)S(=O)NC=1C=C(C=NC1OC)B(O)O